1-Methoxy(2-propanol) COCC(C)O